C(CCCCCCCCCCCC)C1NCCC2=CC(=C(C=C12)OC)OC 1-tridecyl-6,7-dimethoxy-1,2,3,4-tetrahydroisoquinoline